OC=1C(C(C(=CC1)O)=O)=O 3,6-dihydroxy-o-benzoquinone